Ethyl 3-[(cyclobutylamino) methyl]-1-(4-methylbenzyl)-1H-indole-2-carboxylate C1(CCC1)NCC1=C(N(C2=CC=CC=C12)CC1=CC=C(C=C1)C)C(=O)OCC